CC(CN1C(N(C(N(C1)CC(=C)C)=O)CC(=C)C)=O)=C 1,3,5-tri(2-methylallyl)-1,3,5-triazin-2,4-dione